(4-(1-(2-fluoroethyl)-4-(trifluoromethyl)-1H-imidazol-2-yl)phenyl)methanamine FCCN1C(=NC(=C1)C(F)(F)F)C1=CC=C(C=C1)CN